C(C)(C)(C)OC(=O)O[C@@H]1[C@H]([C@H](N(C1)C(=O)OC(C)(C)C)CC1=CC=C(C=C1)OC)OC(CC=1SC=CN1)=O tert-butyl (2R,3S,4S)-4-[(tert-butoxycarbonyl)oxy]-2-[(4-methoxyphenyl)methyl]-3-{[2-(1,3-thiazol-2-yl)acetyl]oxy}pyrrolidine-1-carboxylate